N-benzyl-4-methyl-N-(phenylethynyl)benzenesulfonamide C(C1=CC=CC=C1)N(S(=O)(=O)C1=CC=C(C=C1)C)C#CC1=CC=CC=C1